benzyl ((1R,2R)-1-(2,5-difluorophenyl)-2-(2-hydroxyethyl) cyclopropyl)carbamate FC1=C(C=C(C=C1)F)[C@@]1([C@H](C1)CCO)NC(OCC1=CC=CC=C1)=O